NC1=C(C(=O)N2[C@@H](CN(CC2)C(=O)OC(C)(C)C)C(=O)OC)C=C(C=N1)C1=CC(=CC(=C1)C(F)(F)F)C(F)(F)F 1-(tert-butyl) 3-methyl (S)-4-(2-amino-5-(3,5-bis(trifluoromethyl)phenyl)nicotinoyl)piperazine-1,3-dicarboxylate